ClC1=NC=C(C(=N1)NCC1=C(C=CC(=C1)Cl)C)C(=O)N 2-chloro-4-((2-methyl-5-chlorobenzyl)amino)pyrimidin-5-carboxamide